C1N(CC12CCCC2)CCCN2C(C(=CC=C2)C(=O)O)=O 1-(3-{2-azaspiro[3.4]octan-2-yl}propyl)-2-oxo-1,2-dihydropyridine-3-carboxylic acid